NCCC1=NN(C=C1F)C(CO)(C)C 2-(3-(2-aminoethyl)-4-fluoro-1H-pyrazol-1-yl)-2-methylpropan-1-ol